C(C)OC([C@@H](NCCC[Si](OCC)(OCC)OCC)CC(=O)OCC)=O N-(3-Triethoxysilylpropyl)aspartic acid diethyl ester